C(#N)[C@H]1N(CSC1)C(CC1=NC2=CC=C(C=C2C(=C1)C(=O)N)C[C@H]1COCC1)=O |&1:23| (2-((R)-4-Cyanothiazolidin-3-yl)-2-oxoethyl)-6-(((RS)-tetrahydrofurane-3-yl)methyl)quinoline-4-carboxamide